N-(3-chloro-4-methylphenyl)-N-(2',4',6'-trimethyl-[1,1'-biphenyl]-4-yl)-[1,1':3',1''-terphenyl]-5'-amine ClC=1C=C(C=CC1C)N(C=1C=C(C=C(C1)C1=CC=CC=C1)C1=CC=CC=C1)C1=CC=C(C=C1)C1=C(C=C(C=C1C)C)C